C(C)(=O)C1=NN(C2=C(C=C(C=C12)C=1C=NC(=NC1)C)C)CC(=O)N1[C@@H]2C[C@@]2(C[C@H]1C(=O)N[C@@H]1C(CCCC1)(F)F)C (1R,3S,5R)-2-(2-(3-acetyl-7-methyl-5-(2-methylpyrimidin-5-yl)-1H-indazol-1-yl)acetyl)-N-((S)-2,2-difluorocyclohexyl)-5-methyl-2-azabicyclo[3.1.0]hexane-3-carboxamide